FC(C1=C(C=C(C=N1)CO)F)F [6-(Difluoromethyl)-5-fluoropyridin-3-yl]methanol